6-bromo-N-(pyridin-3-ylmethyl)-2,3,4,9-tetrahydro-1H-carbazol-1-amine BrC=1C=C2C=3CCCC(C3NC2=CC1)NCC=1C=NC=CC1